6-((1S,4S)-5-(2-fluoro-5-((4-oxo-7-(prop-1-ynyl)-3,4-dihydrophthalazin-1-yl)methyl)benzoyl)-2,5-diazabicyclo[2.2.1]heptan-2-yl)nicotinonitrile FC1=C(C(=O)N2[C@@H]3CN([C@H](C2)C3)C3=NC=C(C#N)C=C3)C=C(C=C1)CC1=NNC(C3=CC=C(C=C13)C#CC)=O